O[C@H]1[C@@H](O[C@@H]([C@H]1O)CO)N1C=2N=C(NC(C2N=C1)=O)/N=C/N(C)C (E)-N'-(9-((2R,3R,4S,5R)-3,4-dihydroxy-5-(hydroxymethyl)tetrahydrofuran-2-yl)-6-oxo-6,9-dihydro-1H-purin-2-yl)-N,N-dimethylformamidine